2-((3-Cyclopropoxy-1-(oxetan-3-yl)-1H-pyrazol-4-yl)amino)-7-((3R,4R)-4-methoxytetrahydrofuran-3-yl)-7H-pyrrolo[2,3-d]pyrimidine-6-carbonitrile C1(CC1)OC1=NN(C=C1NC=1N=CC2=C(N1)N(C(=C2)C#N)[C@@H]2COC[C@@H]2OC)C2COC2